NC1=C(C(=CC=C1)CC1=CC=C(C=C1)C=1N(C=C(N1)C(F)(F)F)C)S 2-amino-6-(4-(1-methyl-4-(trifluoromethyl)-1H-imidazol-2-yl)benzyl)benzenethiol